OC(O)(O)C(CCCCCC)P(=O)=O trihydroxymethylphosphoheptane